N-(6-(4-methylpiperazin-1-yl)pyridin-3-yl)-7H-pyrrolo[2,3-d]pyrimidin-2-amine CN1CCN(CC1)C1=CC=C(C=N1)NC=1N=CC2=C(N1)NC=C2